8-bromo-5-methyl-2-morpholino-quinolin-4-ol BrC=1C=CC(=C2C(=CC(=NC12)N1CCOCC1)O)C